5-(benzyloxy)-6-cyano-2-methylbenzofuran-3-carboxylic acid ethyl ester C(C)OC(=O)C1=C(OC2=C1C=C(C(=C2)C#N)OCC2=CC=CC=C2)C